C(C)(C)(C)OC(=O)N[C@@H]1CN(C2(CC2)C=CC1)C(=O)OCC1=CC=CC=C1 benzyl (S)-6-((tert-butoxycarbonyl)amino)-4-azaspiro[2.6]non-8-ene-4-carboxylate